2-chloro-N1-(5-chloro-3-methylpyridin-2-yl)-5-methylbenzene-1,3-diamine ClC1=C(C=C(C=C1N)C)NC1=NC=C(C=C1C)Cl